C(=C)OCCCCCCC(C)C isononyl vinyl ether